CC1=NC=CC(=C1C)O 2,3-dimethylpyridine-4-ol